FC1=CC=C(C=C1)C1=NN(C[C@H]1C1=CC=CC=C1)/C(/NC[C@H](C)S(N)(=O)=O)=N/S(=O)(=O)C1=CC=C(C=C1)C(F)(F)F (R,E)-3-(4-fluorophenyl)-4-phenyl-N-((S)-2-sulfamoylpropyl)-N'-((4-(trifluoromethyl)phenyl)sulfonyl)-4,5-dihydro-1H-pyrazole-1-carboximidamide